C(C)(=O)C1=NN(C2=CC=C(C=C12)NC(=O)N1CC(CC1)(F)F)CC(=O)N1[C@@H]2C[C@@]2(C[C@H]1C(=O)NC1=NC(=CC=C1)Br)C (1R,3S,5R)-2-(2-(3-acetyl-5-(3,3-difluoropyrrolidine-1-carboxamido)-1H-indazol-1-yl)acetyl)-N-(6-bromopyridin-2-yl)-5-methyl-2-azabicyclo[3.1.0]hexane-3-carboxamide